C(C)N1C[C@@H](CCC1)N1C(NC2=C1C=C(C(=C2)C=2C=C(C=1N(C2)N=CN1)C)C)=O (R)-1-(1-ethylpiperidin-3-yl)-6-methyl-5-(8-methyl-[1,2,4]triazolo[1,5-a]pyridin-6-yl)-1,3-dihydro-2H-benzo[d]imidazol-2-one